CN1N=C2C(=CC=CC2=C1)C(=O)[O-] (e)-2-methylindazole-7-carboxylate